CC(CC)O Butan-2-Ol